Methyl-1-amino-4,4-dimethoxycyclohexan-carboxylat COC(=O)C1(CCC(CC1)(OC)OC)N